C(C)(C)(C)OC(=O)N1[C@@H](C[C@@](C1)(C)F)C(=O)OCC1=CC=CC=C1 (2S,4R)-4-fluoro-4-methyl-pyrrolidine-1,2-dicarboxylic acid 2-benzyl ester 1-tert-butyl ester